[Si](C)(C)(C(C)(C)C)OC1CC=2C=CC(=CC2CC1)B(OC(C)C)OC(C)C diisopropyl (6-{{tert-butyldimethylsilyl}oxy}-5,6,7,8-tetrahydronaphthalen-2-yl)boronate